(3R)-3-amino-5-[(4-chlorophenyl)methyl]-7-[2-(5,5-difluoro-1-methyl-3-piperidyl)tetrazol-5-yl]-8-fluoro-1,1-dioxo-2,3-dihydro-1lambda6,5-benzothiazepin-4-one N[C@H]1CS(C2=C(N(C1=O)CC1=CC=C(C=C1)Cl)C=C(C(=C2)F)C=2N=NN(N2)C2CN(CC(C2)(F)F)C)(=O)=O